C(C)C=1C(NC2=CC(=CN=C2C1)CN1[C@@H]2CC[C@@H]2N(CC1)C=1C=C2C(=NC1)C(=NO2)NC)=O cis-3-Ethyl-7-((5-(3-(methylamino)isoxazolo[4,5-b]pyridin-6-yl)-2,5-diazabicyclo[4.2.0]octan-2-yl)methyl)-1,5-naphthyridin-2(1H)-one